2-dibenzothiophenamine C1=C(C=CC=2SC3=C(C21)C=CC=C3)N